O.[O-]CC ethoxide hydrate